ClC=1C=C2NCC(NC2=CC1)C 6-chloro-2-methyl-1,2,3,4-tetrahydroquinoxaline